2-(7-cyano-5-(1-fluoro-3-hydroxypropan-2-yl)benzo[b]thiophen-2-yl)-4-methylthiazole-5-carboxylic acid ethyl ester C(C)OC(=O)C1=C(N=C(S1)C1=CC2=C(S1)C(=CC(=C2)C(CF)CO)C#N)C